C1(=CC=CC=C1)C1=CN=C(O1)C=1C=NC=CC1C(F)(F)F 3-(5-phenyl-1,3-oxazol-2-yl)-4-(trifluoromethyl)pyridine